FC1=C(C=C(C=C1)F)C=1C(=C2C(=NC1)N(C(N2)=O)[C@H](CS(=O)(=O)C)C2=NC(=C(C=C2)OC)OCC)C (S)-6-(2,5-difluorophenyl)-3-(1-(6-ethoxy-5-methoxypyridin-2-yl)-2-(methylsulfonyl)ethyl)-7-methyl-1H-imidazo[4,5-b]pyridin-2(3H)-one